C(C=C)(=O)OCC(COC(C=C)=O)(COC(C=C)=O)CO pentaerythritol tri(acrylate)